C(C)(=O)N1CCC(CC1)(OCC)C=1C(N(C2=C(C(=NC(=C2C1)Cl)C)OC1CN(C1)C(=O)OC(C)(C)C)C)=O tert-Butyl 3-((3-(1-acetyl-4-ethoxypiperidin-4-yl)-5-chloro-1,7-dimethyl-2-oxo-1,2-Dihydro-1,6-naphthyridin-8-yl)oxy)azetidine-1-carboxylate